indandiamine C1(CCC2=CC=CC=C12)(N)N